C(C)(C)(C)C=1C(=C(C=C(C1)C(C)(C)C)C1=C(C=CC=2NN=NC21)Cl)O (3,5-di-tert-butyl-2-hydroxyphenyl)-5-chlorobenzotriazole